C(#N)[C@H]1N([C@H]2C[C@H]2C1)C(CNC(=O)C1=CC=NC2=CC(=CC=C12)C(C)(C)O)=O N-(2-((1S,3S,5S)-3-Cyano-2-azabicyclo[3.1.0]hexan-2-yl)-2-oxoethyl)-7-(2-hydroxypropan-2-yl)quinoline-4-carboxamide